P(=O)(O)(O)O[C@H]1[C@H]([C@@H](O[C@@H]1CO)N1C(=O)N=C(N)C(=C1)C)OCCOC.FC1=CC2=C(OC(CO2)CO)C=C1 (6-fluoro-2,3-dihydrobenzo[b][1,4]dioxin-2-yl)methanol 2'-O-Methoxyethyl-5-methylcytidine-3'-phosphate